ClC1=C(C=C(C(=C1)S(N[C@@H](C)C1CCN(CC1)C)(=O)=O)Cl)NC(C1=C(C=CC=C1)C)=O (S)-N-(2,5-dichloro-4-(N-(1-(1-methylpiperidin-4-yl)ethyl)sulfamoyl)phenyl)-2-methylbenzamide